2-(benzo[d][1,3]dioxol-5-yloxy)-N-ethyl-N-(furan-3-ylmethyl)acetamide O1COC2=C1C=CC(=C2)OCC(=O)N(CC2=COC=C2)CC